2-heptacosanoyl-sn-glycero-3-phospho-L-serine C(CCCCCCCCCCCCCCCCCCCCCCCCCC)(=O)O[C@H](CO)COP(=O)(O)OC[C@H](N)C(=O)O